3-bromofuran-2,5-dione BrC=1C(OC(C1)=O)=O